N-cyclohexyl-4-oxo-2-(pyridin-4-yl)-3,4-dihydrothieno[3,2-d]pyrimidine-7-carboxamide C1(CCCCC1)NC(=O)C1=CSC2=C1N=C(NC2=O)C2=CC=NC=C2